[Cl-].C(CCCCCCCCCCC)[N+]([Si](C)(C)Cl)(CCCCCCCCCCCC)CCCCCCCCCCCC tridodecyl-(chlorodimethylsilyl)ammonium chloride